BrC1=CC(=C(C=C1)C=1C=CC=2C(=C(N=NC2)Cl)N1)OC (4-bromo-2-methoxyphenyl)-8-chloropyrido[2,3-d]pyridazine